(-)-2-(1-(4-Fluorophenyl)cyclopropyl)-6-(2-hydroxy-2-(m-tolyl)acetyl)-5,6,7,8-tetrahydropyrido[4,3-d]pyrimidin-4(3H)-one FC1=CC=C(C=C1)C1(CC1)C=1NC(C2=C(N1)CCN(C2)C(C(C=2C=C(C=CC2)C)O)=O)=O